ClC1=CC(=NC=C1)C(=O)NC=1C=CC=C2C=CC=NC12 4-chloro-N-(quinolin-8-yl)picolinamide